7-((2-((2-(difluoromethoxy)-4-(4-methylpiperazin-1-yl)phenyl)amino)-5-methylpyrimidin-4-yl)amino)isoindolin FC(OC1=C(C=CC(=C1)N1CCN(CC1)C)NC1=NC=C(C(=N1)NC=1C=CC=C2CNCC12)C)F